C1(=CC=CC=C1)C1C2C3C4C=CC(C3C(C1)C2)C4 9-phenyltetracyclo[6.2.1.13,6.02,7]dodec-4-ene